N-methyl-N-(1-(((S)-1-methylazetidin-2-yl)sulfonyl)azetidine-3-carbonyl)-L-valine methyl ester COC([C@@H](N(C(=O)C1CN(C1)S(=O)(=O)[C@@H]1N(CC1)C)C)C(C)C)=O